methyl 5-methyl-1-(2-trimethyl silyl ethoxymethyl)pyrazole-3-carboxylate CC1=CC(=NN1COCC[Si](C)(C)C)C(=O)OC